FC1(CN(CC1)CCN)F 2-(3,3-difluoropyrrolidin-1-yl)ethanamine